1-((S)-2-(8-(3-(1,1-dioxido-1,2-thiazinan-2-yl)azetidin-1-yl)-3-((2-((3S,4R)-3-fluoro-4-methoxypiperidin-1-yl)pyrimidin-4-yl)amino)isoquinolin-5-yl)pyrrolidin-1-yl)prop-2-en-1-one O=S1(N(CCCC1)C1CN(C1)C=1C=CC(=C2C=C(N=CC12)NC1=NC(=NC=C1)N1C[C@@H]([C@@H](CC1)OC)F)[C@H]1N(CCC1)C(C=C)=O)=O